C1(=C(C=CC=C1)CC1N(C(C2=CC=CC=C12)=O)CC1=CC2=C(NC(O2)=O)C=C1)C 6-[[1-(o-tolylmethyl)-3-oxo-isoindolin-2-yl]methyl]-3H-1,3-benzoxazol-2-one